C[C@@H]1NC2=CC=C3C(=C2CC1)N=C(N3[C@H]3COCCC3)CN3C(C=CC=C3)=O (7S)-7-Methyl-3-[(3R)-oxan-3-yl]-2-[(2-oxo-1,2-dihydropyridin-1-yl)methyl]-3H,6H,7H,8H,9H-imidazo[4,5-f]chinolin